2-(2-aminoethylsulfanyl)pyridine-3-carboxamide NCCSC1=NC=CC=C1C(=O)N